BrC(C(=O)NC1=NC=C(C=C1)OC1CCCC1)C 2-bromo-N-(5-(cyclopentyloxy)pyridin-2-yl)propanamide